1,3,5-tris(4-sec-butyl-3-hydroxy-2,6-dimethylbenzyl)-1,3,5-triazine-2,4,6(1H,3H)-trione C(C)(CC)C1=C(C(=C(CN2C(N(C(N(C2=O)CC2=C(C(=C(C=C2C)C(C)CC)O)C)=O)CC2=C(C(=C(C=C2C)C(C)CC)O)C)=O)C(=C1)C)C)O